FC1=C(C(=CC=C1)F)CCC1=CC=C(N(C)C)C=C1 (E)-4-(2,6-difluorophenylethyl)-N,N-dimethylaniline